N-{[(2-methylpropan-2-yl)oxy]carbonyl}-L-alanine CC(C)(C)OC(=O)N[C@@H](C)C(=O)O